(S)-12-methyl-2,5,8,11-Tetraoxatridecan-13-yl 4-methylbenzenesulfonate CC1=CC=C(C=C1)S(=O)(=O)OC[C@@H](OCCOCCOCCOC)C